platinum nickel-cobalt [Co].[Ni].[Pt]